C[C@@H](CC)NC(O[C@H]1C[C@H](CC1)C1=CC(=NN1)NC(CC=1N=C2N(C=CC(=N2)C)C1)=O)=O (1R,3S)-3-(3-{[(7-methylimidazo[1,2-a]pyrimidin-2-yl)acetyl]amino}-1H-pyrazol-5-yl)cyclopentyl (2S)-butan-2-ylcarbamate